8-cyclopropyl-6-(2,6-dichlorophenyl)-2-{[2-(dimethylamino)-2,3-dihydro-1H-inden-5-yl]amino}pyrido[2,3-d]pyrimidin-5(8H)-one C1(CC1)N1C=C(C(C2=C1N=C(N=C2)NC=2C=C1CC(CC1=CC2)N(C)C)=O)C2=C(C=CC=C2Cl)Cl